3-bromo-6-chloro-7-methoxy-2-methylquinolin-4(1H)-one BrC1=C(NC2=CC(=C(C=C2C1=O)Cl)OC)C